(S)-2-azido-2-(4-isobutylphenyl)-N-(3-methylpyridin-2-yl)propanamide N(=[N+]=[N-])[C@@](C(=O)NC1=NC=CC=C1C)(C)C1=CC=C(C=C1)CC(C)C